dierythritol diacrylate C(C=C)(=O)O.C(C=C)(=O)O.C([C@H](O)[C@H](O)CO)O.C([C@H](O)[C@H](O)CO)O